C(CCC)N1C(C(CC1)=O)=O N-butyl-2-pyrrolidoneOne